1-(tert-Butyl) 2-methyl (2S,4R)-4-((3-ethyl-7-methoxyquinoxalin-2-yl)oxy)pyrrolidine-1,2-dicarboxylate C(C)C=1C(=NC2=CC(=CC=C2N1)OC)O[C@@H]1C[C@H](N(C1)C(=O)OC(C)(C)C)C(=O)OC